2-amino-4-(6-(trifluoromethyl)pyridin-2-yl)benzoic acid NC1=C(C(=O)O)C=CC(=C1)C1=NC(=CC=C1)C(F)(F)F